3-(5-(p-tolyl)-2H-1,2,3-triazol-4-yl)benzo[c]isoxazole C1(=CC=C(C=C1)C=1C(=NNN1)C1=C2C(=NO1)C=CC=C2)C